2'-(5-tert-Butyl-1H-imidazol-2-yl)-5-methoxy-3,4'-bipyridin C(C)(C)(C)C1=CN=C(N1)C1=NC=CC(=C1)C=1C=NC=C(C1)OC